C(C)(C)N(P(O[C@H]1[C@H]([C@@H](C[C@@H]1COC(C1=CC=CC=C1)(C1=CC=C(C=C1)OC)C1=CC=C(C=C1)OC)N1C2=NC=NC(=C2N=C1)NC(C1=CC=CC=C1)=O)F)OCCC#N)C(C)C (1R,2S,3R,5R)-3-(6-benzamido-9H-purin-9-yl)-5-((bis(4-methoxyphenyl)(phenyl)methoxy) methyl)-2-fluorocyclopentyl (2-cyanoethyl) diisopropylphosphoramidite